ClC1=C(C(=CC=2CN3[C@@H](COC21)CN(CC3)C(C=C)=O)C#C)C3=C(C=CC=C3O)F 1-((12AR)-10-chloro-8-ethynyl-9-(2-fluoro-6-hydroxyphenyl)-3,4,12,12a-tetrahydro-6H-benzo[f]pyrazino[2,1-c][1,4]oxazepin-2(1H)-yl)prop-2-en-1-one